Br[IH]C(C(C(C(F)(F)F)(F)F)(F)F)(F)F bromo-4-iodoperfluorobutane